4-Tert-Butyloxycarbonyl-aminomethylpiperidine Methyl-2,2-bis(isopropoxycarbothioylsulfanyl)acetate COC(C(SC(=S)OC(C)C)SC(=S)OC(C)C)=O.C(C)(C)(C)OC(=O)C1CCN(CC1)CN